butyl (2-chloro-4-(2,5-difluorophenyl)pyridin-3-yl)carbamate ClC1=NC=CC(=C1NC(OCCCC)=O)C1=C(C=CC(=C1)F)F